(3S,8aS)-7,7-difluoro-2-(piperidin-4-yl)-3-(4-(trifluoromethyl)benzyl)octahydro-pyrrolo[1,2-a]pyrazine 2,2,2-trifluoroacetate FC(C(=O)O)(F)F.FC1(C[C@@H]2N(C[C@@H](N(C2)C2CCNCC2)CC2=CC=C(C=C2)C(F)(F)F)C1)F